C(C)[As](SCC(CO)O)CC S-(diethylarsino)-3-mercapto-1,2-propanediol